3-[tert-butyl-(dimethyl)silyl]oxy-2-morpholino-propan-1-ol C(C)(C)(C)[Si](OCC(CO)N1CCOCC1)(C)C